C(C)OCCNC(=O)C1CN(C1)C1=CC(=C2C(C(=CN(C2=N1)C1=NC(=NS1)C1=NC=CN=C1)C(=O)O)=O)C 7-{3-[(2-ethoxyethyl)carbamoyl]azetidin-1-yl}-5-methyl-4-oxo-1-[3-(pyrazin-2-yl)-1,2,4-thiadiazol-5-yl]-1,4-dihydro-1,8-naphthyridine-3-carboxylic acid